CC1=NC2=CC=CC(=C2C=C1)B(O)O (2-METHYLQUINOLIN-5-YL)BORONIC ACID